OC1=C2C(CC(OC2=CC(=C1C)O)C1=CC=C(C=C1)[O-])=O 4-(5,7-dihydroxy-6-methyl-4-oxo-2,3-dihydro-4H-chromen-2-yl)phenolate